C(C)N1N=C(C=C1C(=O)O)CCC1=CC=C(C=C1)F.FC1=CC=C(CCC2=NNC(=C2)C(=O)OCC)C=C1 ethyl 3-(4-fluorophenethyl)-1H-pyrazole-5-carboxylate (ethyl 3-(4-fluorophenethyl)-1H-pyrazole-5-carboxylate)